5-(tert-butyl)-3-(((2r,5s)-2,5-dimethylpiperazin-1-yl)(4-fluorophenyl)methyl)-1,2,4-oxadiazole C(C)(C)(C)C1=NC(=NO1)C(C1=CC=C(C=C1)F)N1[C@@H](CN[C@H](C1)C)C